CC1(OB(OC1(C)C)C1=CC(=CC2=CC=CC=C12)O)C 4-(4,4,5,5-tetramethyl-1,3,2-dioxaborolan-2-yl)-2-naphthol